O1CC(CC2=CC=CC=C12)C(=O)O chromane-3-carboxylic Acid